C(C)N1N=CC(=C1C)C1=NC(=CC=C1C(C)O)N1C=NC2=C1C=CC(=C2)NC=2N=NC(=CC2)C 1-[2-(1-Ethyl-5-methyl-pyrazol-4-yl)-6-[5-[(6-methylpyridazin-3-yl)amino]benzimidazol-1-yl]-3-pyridyl]ethanol